5-((6-(4-chlorophenoxy)spiro[2.5]oct-6-yl)ethynyl)-3-hydroxypyridinium ClC1=CC=C(OC2(CCC3(CC3)CC2)C#CC=2C=C(C=[NH+]C2)O)C=C1